N1-(2-(dimethylamino)ethyl)-N4-(4-(7-fluoro-1-(tetrahydro-2H-pyran-2-yl)-1H-indazole-5-yl)pyrimidin-2-yl)-5-methoxy-N1-methylbenzene-1,2,4-triamine CN(CCN(C=1C(=CC(=C(C1)OC)NC1=NC=CC(=N1)C=1C=C2C=NN(C2=C(C1)F)C1OCCCC1)N)C)C